(R)-1-(5-(2-(2,5-difluorophenyl)pyrrolidin-1-yl)pyrazolo[1,5-a]pyrimidin-3-yl)-1,4,6,7-tetrahydropyrano[4,3-c]pyrazole FC1=C(C=C(C=C1)F)[C@@H]1N(CCC1)C1=NC=2N(C=C1)N=CC2N2N=CC1=C2CCOC1